4-[4-(benzyloxy)phenyl]-1,1,1-trifluoro-4-hydroxybut-3-en-2-one C(C1=CC=CC=C1)OC1=CC=C(C=C1)C(=CC(C(F)(F)F)=O)O